O1CC(C1)N1CC2=CC=CC(=C2C1)C=1N=NNC1 4-(2-(oxetan-3-yl)isoindolin-4-yl)-1H-1,2,3-triazol